tert-butyl 2-((S)-2-((R)-4-benzyl-2-oxooxazolidin-3-yl)-2-oxo-1-phenylethyl)pyrrolidine-1-carboxylate C(C1=CC=CC=C1)[C@H]1N(C(OC1)=O)C([C@@H](C1=CC=CC=C1)C1N(CCC1)C(=O)OC(C)(C)C)=O